CO\C=C(\C(=O)OC)/OC1=C(C=CC(=C1)N1N=C(C=C1)C(F)(F)F)C methyl (Z)-3-methoxy-2-[2-methyl-5-[3-(trifluoromethyl) pyrazol-1-yl]phenoxy]prop-2-enoate